N[C@@H](C(=O)N)CC1=CC=CC=C1 (R)-2-amino-3-phenylpropionamide